N[C@@H](/C=C/S(=O)(=O)C1CN(C1)C(=O)OCC[Si](C)(C)C)C 2-trimethylsilylethyl 3-[(E,3R)-3-aminobut-1-enyl]sulfonylazetidine-1-carboxylate